C(C(=O)O)(=O)O.C(C)(=O)ON(CCN(OC(C)=O)OC(C)=O)OC(C)=O ethylenediamine tetraacetate (oxalate)